C(C)C=1N=C2N(C=C(C=C2)C=2C=NC(=NC2)CC(=O)N2CCC(CC2)O)C1N(C=1SC(=C(N1)C1=CC=C(C=C1)F)C#N)C 2-((2-ethyl-6-(2-(2-(4-hydroxypiperidin-1-yl)-2-oxoethyl)pyrimidin-5-yl)imidazo[1,2-a]pyridin-3-yl)(methyl)amino)-4-(4-fluorophenyl)thiazole-5-carbonitrile